4-(4-methoxyphenyl)-butan-2-one COC1=CC=C(C=C1)CCC(C)=O